ClC=1C=2N(C=C(N1)C(F)(F)F)C=CN2 8-chloro-6-(trifluoromethyl)imidazo[1,2-a]pyrazine